[OH-].CC1=C(C(=[N+]2N1CCCC2)C)C 1,2,3-trimethyl-5,6,7,8-tetrahydropyrazolo[1,2-a]pyridazin-4-ium hydroxide